[Si](C)(C)(C(C)(C)C)O[C@@H]1[C@@H](CCC[C@H]1OC(C)C)O |r| rac-(1R,2R,3R)-2-((tert-butyldimethylsilyl)oxy)-3-isopropoxycyclohexan-1-ol